OC1C2(OC(C1OC2)N2C(N=C(C(=C2)C)NC(C2=CC=CC=C2)=O)=O)CS N-{1-[7-hydroxy-1-(sulfanylmethyl)-2,5-dioxabicyclo[2.2.1]hept-3-yl]-5-methyl-2-oxo-1,2-dihydropyrimidin-4-yl}benzamide